C(C1=CC=CC=C1)N1N=C2C=CC(=CC2=C1)C=1OC2=C(C=C(C=C2C(C1C)=O)C)[C@@H](C)NC1=C(C(=O)OC(C)(C)C)C=CC=C1 tert-Butyl 2-[[(1R)-1-[2-(2-benzylindazol-5-yl)-3,6-dimethyl-4-oxo-chromen-8-yl]ethyl]amino]benzoate